ClC1=CC=C(C=C1)C(O)C1=NC=C(C=C1)F (4-Chlorophenyl)(5-fluoropyridin-2-yl)methanol